dimethylanilinium tetrakis(heptafluoronaphthalen-2-yl)borate FC=1C(=C(C(=C2C(=C(C(=C(C12)F)[B-](C1=C(C2=C(C(=C(C(=C2C(=C1F)F)F)F)F)F)F)(C1=C(C2=C(C(=C(C(=C2C(=C1F)F)F)F)F)F)F)C1=C(C2=C(C(=C(C(=C2C(=C1F)F)F)F)F)F)F)F)F)F)F)F.C[NH+](C1=CC=CC=C1)C